{4-[4-amino-7-(tetrahydro-2H-pyran-4-yl)pyrrolo[2,1-f][1,2,4]triazin-5-yl]-3-fluorophenyl}-1-(4-fluorophenyl)-2-oxo-1,2-dihydropyridine-3-carboxamide NC1=NC=NN2C1=C(C=C2C2CCOCC2)C2=C(C=C(C=C2)C2=C(C(N(C=C2)C2=CC=C(C=C2)F)=O)C(=O)N)F